Allyl 4,6-di-O-acetyl-2-azido-3-O-benzyl-2-deoxy-α-L-altropyranoside C(C)(=O)O[C@@H]1[C@@H]([C@H]([C@H](OCC=C)O[C@H]1COC(C)=O)N=[N+]=[N-])OCC1=CC=CC=C1